C[C@@H]1N(CC[C@@H]1OS(=O)(=O)C)C(=O)OC(C)(C)C tert-butyl (2S,3S)-2-methyl-3-((methylsulfonyl)oxy)pyrrolidine-1-carboxylate